2-(2-bromo-6-(hydroxymethyl)phenoxy)-1-(4-chloro-2-fluorophenyl)ethan-1-one BrC1=C(OCC(=O)C2=C(C=C(C=C2)Cl)F)C(=CC=C1)CO